4-bromo-2-chloro-5-(methylthio)pyridine BrC1=CC(=NC=C1SC)Cl